C([C@H]([C@H]([C@@H]([C@@H](COP(=O)(O)O)O)O)O)O)C(=O)C(=O)O The molecule is a ketoaldonic acid phosphate consisting of 3-deoxy-D-manno-oct-2-ulosonic acid having a phospho group at the 8-position. It has a role as an Escherichia coli metabolite. It is a conjugate acid of an 8-phosphonato-3-deoxy-D-manno-oct-2-ulosonate(3-).